C(C1=CC=CC=C1)C1(CC(=NO1)[C@H](COC)NC(=O)C1=NC=CC2=CC=CC=C12)C(=O)OC methyl 5-benzyl-3-((R)-1-(isoquinoline-1-carboxamido)-2-methoxyethyl)-4,5-dihydroisoxazole-5-carboxylate